cyclohexylmethanol C1(CCCCC1)CO